P(=O)([O-])([O-])[O-].P(=O)([O-])([O-])[O-].[Ca+2].[Ca+2].[Ca+2] calcium bisphosphate salt